C(C)(C)(C)OC(=O)N1[C@@H](C[C@H](C1)F)C(N[C@@H](C)C(=C(C)C)F)=O (2S,4R)-4-fluoro-2-(((S)-3-fluoro-4-methylpent-3-en-2-yl)carbamoyl)pyrrolidine-1-carboxylic acid tert-butyl ester